N-(1-(3,5-dibromophenyl)ethyl)-2-methylpropane-2-sulfinamide BrC=1C=C(C=C(C1)Br)C(C)NS(=O)C(C)(C)C